C(#N)C=1C=C2C(=NC1)N(N=C2)C2=NC=C(C(=O)O)C(=C2)N[C@H](C)C#N (R)-6-(5-cyano-1H-pyrazolo[3,4-b]pyridin-1-yl)-4-((1-cyanoethyl)amino)nicotinic acid